N-[4-(hydroxymethyl)phenyl]benzamide OCC1=CC=C(C=C1)NC(C1=CC=CC=C1)=O